5-piperazinyl-1,3-phenylenediamine N1(CCNCC1)C=1C=C(C=C(C1)N)N